C(C1=CC=CC=C1)OC(C(C(=O)OCC1=CC=CC=C1)=CC1=CC=C(C=C1)[N+](=O)[O-])=O 2-(4-nitrobenzylidene)-malonic acid dibenzyl ester